O=C(CNC(C1=CC=C(C=C1)OCCCCC)=O)NC1CCCC2=CC=CC=C12 N-[2-oxo-2-(1,2,3,4-tetrahydronaphthalene-1-ylamino)ethyl]-4-(pentyloxy)benzamide